C(#N)CC(C)(C)C=1N=C2N(C=C(C(=C2)OC)C(=O)NC2=NC(=CC=C2)OC)C1 2-(1-cyano-2-methylpropan-2-yl)-7-methoxy-N-(6-methoxypyridin-2-yl)imidazo[1,2-a]pyridine-6-carboxamide